benzyl terephthalate (p-tolylbenzoate) C1(=C(C=CC=C1)C1=CC=C(C(=O)O)C=C1)C.C(C1=CC=C(C(=O)O)C=C1)(=O)OCC1=CC=CC=C1